Phosphoranidate [PH-](=O)[O-]